(4aR,8aS)-6-(4-hydroxypiperidine-1-carbonyl)hexahydro-2H-pyrido[4,3-b][1,4]oxazin-3(4H)-one OC1CCN(CC1)C(=O)N1C[C@@H]2[C@@H](OCC(N2)=O)CC1